NC1=C(SC=2N=C(SC21)C)C(=O)N[C@H]2COC1=C(C2)C=CC(=C1)N1C[C@@H]([C@@H](C1)OC)N 6-amino-N-[(3R)-7-[(3S,4R)-3-amino-4-methoxypyrrolidin-1-yl]-3,4-dihydro-2H-1-benzopyran-3-yl]-2-methylthieno[2,3-d][1,3]thiazole-5-carboxamide